Ethyl 2-[2-[2-[2-[2-(2-tert-butoxy-2-oxo-ethoxy)ethoxy]ethoxy]ethoxy]ethoxy]acetate C(C)(C)(C)OC(COCCOCCOCCOCCOCC(=O)OCC)=O